C(C)N1C2=C([C@H]([C@@H](C1=O)NC(=O)C1=NC=CC(=N1)C(F)(F)F)C1=CC=C(C=C1)F)C(=NN2C2=CC=CC=C2)CNC N-((4R,5S)-7-ethyl-4-(4-fluorophenyl)-3-((methylamino)methyl)-6-oxo-1-phenyl-4,5,6,7-tetrahydro-1H-pyrazolo[3,4-b]pyridin-5-yl)-4-(trifluoromethyl)pyrimidine-2-carboxamide